COC(=O)C=1C=C2[C@@H]([C@H]([C@@H](N(C2=CC1)C(C)=O)CC)C)N=[N+]=[N-] Methyl-(2S,3S,4R)-1-acetyl-4-azido-2-ethyl-3-methyl-1,2,3,4-tetrahydroquinoline-6-carboxylate